[O-2].[Sr+2] Strontium oxid